3-(3-(6-fluoro-1H-indol-3-yl)azetidin-1-yl)propionic acid lithium hydroxide [OH-].[Li+].FC1=CC=C2C(=CNC2=C1)C1CN(C1)CCC(=O)O